S1(=O)(=O)OCC(C)OS(O1)(=O)=O propylene disulfate